ClC=1C=C(C=C(C1)CCOCCOCCOCCOCCOCCOCC(OC)OC)NC(=O)NCC=1C=C2CN(C(C2=CC1)=O)C1C(NC(CC1)=O)=O 1-[3-chloro-5-[2-[2-[2-[2-[2-[2-(2,2-dimethoxyethoxy)ethoxy]ethoxy]ethoxy]ethoxy]ethoxy]ethyl]phenyl]-3-[[2-(2,6-dioxo-3-piperidyl)-1-oxo-isoindolin-5-yl]methyl]urea